BrCC1=NC(=CC=C1)CBr 2,6-di(bromomethyl)pyridine